3-[[[[(4-methoxy-6-methyl-1,3,5-triazin-2-yl)amino]carbonyl]amino]sulfonyl]-2-thiophenecarboxylic acid methyl ester COC(=O)C=1SC=CC1S(=O)(=O)NC(=O)NC1=NC(=NC(=N1)OC)C